ClC=1C=CC(=C(C1)NC(C1=C(C(=CC=C1)C=1OC(=NN1)C=1OC=CC1)F)=O)F N-(5-chloro-2-fluorophenyl)-2-fluoro-3-(5-(furan-2-yl)-1,3,4-oxadiazol-2-yl)benzamide